bis(4-t-butylphenyl)iodomethane C(C)(C)(C)C1=CC=C(C=C1)C(I)C1=CC=C(C=C1)C(C)(C)C